FC1=C(C(=CC=C1)C)N1N=C2C(=CC1=O)NN=C2C2=CC=C(C=C2)N2CC(OCC2)CO 5-(2-fluoro-6-methylphenyl)-3-(4-(2-(hydroxymethyl)morpholino)phenyl)-1H-pyrazolo[4,3-c]pyridazin-6(5H)-one